C(=C)C1=NC=CC2=C1NC1=CC=CC=C21 1-vinyl-9H-pyrido[3,4-b]indole